[C@H]12COC[C@H](CC1)N2C=2C1=C(N=CN2)NC(=C1)C1=CC=C(C=C1)NC(C1=NC=CC(=C1)CN1C[C@@H](CCC1)NC(\C=C\COC)=O)=O N-(4-(4-((1R,5S)-3-oxa-8-azabicyclo[3.2.1]octan-8-yl)-7H-pyrrolo[2,3-d]pyrimidin-6-yl)phenyl)-4-(((R)-3-((E)-4-methoxybut-2-enamido)piperidin-1-yl)methyl)picolinamide